hexamethylene bis(3,5-di-tert-butyl-4-hydroxy hydrocinnamate) C(C)(C)(C)C=1C=C(CCC(=O)OCCCCCCOC(CCC2=CC(=C(C(=C2)C(C)(C)C)O)C(C)(C)C)=O)C=C(C1O)C(C)(C)C